NC=1C=CC=2N(C1)C=CN2 6-amino-imidazo[1,2-a]pyridine